C1(=CC=CC=C1)C1=C(C(=NN=N1)C1=CC=CC=2OC3=C(C21)C=CC=C3)C=3C2(C1=CC4=CC=CC=C4C1=CC3)C=CC=C3C1=CC=CC=C1C=C32 [(phenyl)(spirobifluorenyl)triazinyl]dibenzofuran